3-(5-Amino-6-(2-methylthiazol-5-yl)pyrazin-2-yl)-N-(1-(hydroxymethyl)-2-oxabicyclo[2.1.1]hexan-4-yl)-4-methylbenzenesulfonamide trifluoroacetate salt FC(C(=O)O)(F)F.NC=1N=CC(=NC1C1=CN=C(S1)C)C=1C=C(C=CC1C)S(=O)(=O)NC12COC(C1)(C2)CO